N,N-bis(2-methylpropyl)carbamoyl chloride CC(CN(C(=O)Cl)CC(C)C)C